(4-(1H-imidazol-2-yl)piperidin-1-yl)(dibenzo[b,d]furan-3-yl)methanone, trifluoroacetate salt FC(C(=O)O)(F)F.N1C(=NC=C1)C1CCN(CC1)C(=O)C=1C=CC2=C(OC3=C2C=CC=C3)C1